tert-butyl ((benzyloxy)carbonyl)-D-methionyl-L-valinate C(C1=CC=CC=C1)OC(=O)N[C@H](CCSC)C(=O)N[C@@H](C(C)C)C(=O)OC(C)(C)C